ClC=1C(=CC=C2N=CC(=NC12)C=1C=NN(C1)CC1CCC(CC1)S(=O)(=O)C)OC1=CC2=C(N=C(N2)C)C=C1 8-Chloro-7-[(2-methyl-3H-benzimidazol-5-yl)oxy]-2-[1-[(4-methylsulfonylcyclohexyl)methyl]pyrazol-4-yl]quinoxaline